BrC(C#C)([2H])[2H] 3-bromoprop-1-yn-3,3-d